FC(CN1C(=NC=2C1=NC(=CC2)C=2C=CN1N=C(N=CC12)N[C@@H]1CN(C[C@@H]1F)C)C)F 5-(3-(2,2-difluoroethyl)-2-methyl-3H-imidazo[4,5-b]pyridin-5-yl)-N-((3R,4S)-4-fluoro-1-methylpyrrolidin-3-yl)pyrrolo[2,1-f][1,2,4]triazin-2-amine